ClC1=CN=C2C(=N1)NN=C2C(F)(F)F 6-chloro-3-(trifluoromethyl)-1H-pyrazolo[3,4-b]pyrazine